ClC1=CC=C(CC2CCC(C2(O)CN2N=CN=C2)(C)CCl)C=C1 5-(4-chlorobenzyl)-2-chloromethyl-2-methyl-1-(1H-1,2,4-triazol-1-ylmethyl)cyclopentanol